10-methoxy-7,7-dimethyl-N,N-diphenyl-7H-benzo[c]fluorene-5-amine COC1=CC=2C=3C4=C(C(=CC3C(C2C=C1)(C)C)N(C1=CC=CC=C1)C1=CC=CC=C1)C=CC=C4